rel-(2R*,3S*,4S*,5R*)-3-(3,4-difluoro-2-methoxyphenyl)-N-(5-fluoro-2-(2-fluoro-1-hydroxyethyl)pyridin-4-yl)-4,5-dimethyl-5-(trifluoromethyl)tetrahydrofuran-2-carboxamide FC=1C(=C(C=CC1F)[C@H]1[C@@H](O[C@]([C@H]1C)(C(F)(F)F)C)C(=O)NC1=CC(=NC=C1F)C(CF)O)OC |o1:8,9,11,12|